monoethylether monoacrylate C(C=C)(=O)O.C(C)OCC